[O].C(C)(=O)NCCC1=CNC2=CC=CC=C12 N-acetyl-tryptamine oxygen